OCC[N+]1=CC=C(C=C1)C=CC1=CC=C(C=C1)C=O 1-(2-hydroxyethyl)-4-(p-formylstyryl)pyridinium